6-{8-[(2-cyano-2-methylideneethyl)amino]-7-methoxynaphthalen-2-yl}-N-[(1r,4r)-4-[(2-methoxyethyl)(methyl)amino]cyclohexyl]pyridine-2-carboxamide C(#N)C(CNC=1C(=CC=C2C=CC(=CC12)C1=CC=CC(=N1)C(=O)NC1CCC(CC1)N(C)CCOC)OC)=C